C([O-])[O-] methanediolate